4-[1-(2-chloro-5-methoxy-pyrimidin-4-yl)-4-fluoro-piperidine-4-carbonyl]-3,5-dihydro-2H-pyrido[3,4-f][1,4]oxazepine-9-carbonitrile ClC1=NC=C(C(=N1)N1CCC(CC1)(C(=O)N1CCOC2=C(C1)C=NC=C2C#N)F)OC